(R)-N-((R)-1-(7-fluoro-9-oxo-3-((tetrahydro-2H-pyran-4-yl)methylene)-1,2,3,9-tetrahydropyrrolo[2,1-b]quinazolin-5-yl)ethyl)-2-methylpropane-2-sulfinamide FC1=CC=2C(N3C(=NC2C(=C1)[C@@H](C)N[S@](=O)C(C)(C)C)C(CC3)=CC3CCOCC3)=O